N-(2-bromo-6-methoxy-4-nitrophenyl)-2,2,2-trifluoroacetamide BrC1=C(C(=CC(=C1)[N+](=O)[O-])OC)NC(C(F)(F)F)=O